3-(difluoromethyl)-7-trifluoromethyl-3,4-dihydroquinoxalinone FC(C1C(NC2=CC(=CC=C2N1)C(F)(F)F)=O)F